2-(4-hydroxy-1-piperidyl)quinoline OC1CCN(CC1)C1=NC2=CC=CC=C2C=C1